7-(4-chlorophenoxy)chroman-4-carbonitrile ClC1=CC=C(OC2=CC=C3C(CCOC3=C2)C#N)C=C1